C(C)(=O)NNC(=N)C1=NC=CC(=C1)NC(C1=C(C=C(C=C1)C(F)(F)F)OC1=C(C=C(C=C1)F)C)=O N-(2-(N-Acetamidocarbamimidoyl)pyridin-4-yl)-2-(4-fluoro-2-methylphenoxy)-4-(trifluoromethyl)benzamide